(7-(3,5-difluorophenoxy)-3-oxo-2,3-dihydro-1H-inden-4-yl)(imino)(methyl)-λ6-sulfanone FC=1C=C(OC=2C=CC(=C3C(CCC23)=O)S(=O)(C)=N)C=C(C1)F